ClC1=C(C=C2C=C(N=CC2=C1)NC(=O)C1C(C1C=1C=NN(C1)C)CC)N1CC[NH+](CC1)C1(COCC1)C N-[7-chloro-6-[4-(3-methyltetrahydrofuran-3-yl)piperazin-4-ium-1-yl]-3-isoquinolyl]-2-ethyl-3-(1-methylpyrazol-4-yl)cyclopropanecarboxamide